tert-Butyl 11-hydroxy-1,3,4,7,8,9,10,11-octahydro-2H-pyrido[4',3':3,4]pyrazolo[1,5-a]azepine-2-carboxylate OC1C=2N(CCCC1)N=C1C2CN(CC1)C(=O)OC(C)(C)C